CC(CCCCC)C(=O)OC(C)(C)C tert-Butyl heptane-2-carboxylate